3-[2,4-difluoro-6-[2-fluoro-3-[[(2S,3R,4S)-4-fluoro-3-[(1-fluorocyclopropyl)sulfonylamino]-2-piperidyl]methyl]phenyl]phenoxy]propanoic acid FC1=C(OCCC(=O)O)C(=CC(=C1)F)C1=C(C(=CC=C1)C[C@@H]1NCC[C@@H]([C@@H]1NS(=O)(=O)C1(CC1)F)F)F